C(C)(C)N1C=C(C=CC1=O)C=1C=NC=C(C1)C=1C=C2CC(N(C2=CC1)CCOC)=O 5-(1'-isopropyl-6'-oxo-1',6'-dihydro-[3,3'-bipyridin]-5-yl)-1-(2-methoxyethyl)indol-2-one